N-((1R,3S)-3-hydroxy-8-azaspiro[4.5]decan-1-yl)-2-methyl-propane-2-sulfinamide O[C@@H]1C[C@H](C2(C1)CCNCC2)NS(=O)C(C)(C)C